isopropyl (S)-2-((S)-2-amino-3-(1H-indol-3-yl) propanamido)-6-diazo-5-oxohexanoate N[C@H](C(=O)N[C@H](C(=O)OC(C)C)CCC(C=[N+]=[N-])=O)CC1=CNC2=CC=CC=C12